3-(4-cyanophenyl)-4-(p-tolyl)benzoic acid C(#N)C1=CC=C(C=C1)C=1C=C(C(=O)O)C=CC1C1=CC=C(C=C1)C